N-(3-chloro-5-(methylsulfonyl)phenyl)-1-(5-ethoxypyrimidin-2-yl)-5-(trifluoromethyl)-1H-pyrrole-3-carboxamide ClC=1C=C(C=C(C1)S(=O)(=O)C)NC(=O)C1=CN(C(=C1)C(F)(F)F)C1=NC=C(C=N1)OCC